C1(=CC=CC=C1)SC1=CC=C(C=C1)C(CCCCCCC)=O 1-[4-(phenylsulfanyl)phenyl]-1-octanone